NC1=C(C=NC=N1)C1=CC=C(C=C1)C(F)(F)F 6-amino-5-(4-(trifluoromethyl)phenyl)pyrimidin